C(C)[C@H]1[C@H]2[C@@H]3CC[C@@H]4C[C@](CC[C@@H]4[C@H]3CC[C@@]2([C@H](C1)C(CN1N=C(C=C1C#N)C#N)=O)C)(C)O 1-(2-((3R,5R,8R,9R,10S,13S,14S,15R,17S)-15-ethyl-3-hydroxy-3,13-dimethylhexadecahydro-1H-cyclopenta[a]phenanthren-17-yl)-2-oxoethyl)-1H-pyrazole-3,5-dicarbonitrile